(R)-tert-butyl (3-([1,1'-biphenyl]-4-yl)-1-amino-1-oxopropan-2-yl)carbamate C1(=CC=C(C=C1)C[C@H](C(=O)N)NC(OC(C)(C)C)=O)C1=CC=CC=C1